3-cyanopropyltrifluorosilane C(#N)CCC[Si](F)(F)F